BrC1=CC2=C(N(C=N2)C2=CC=C(C(=N2)N2N=C(C=C2C)C#N)C(C)O)C=C1N1CCN(CC1)C1COC1 1-[6-[5-Bromo-6-[4-(oxetan-3-yl)piperazino]benzimidazol-1-yl]-3-(1-hydroxyethyl)-2-pyridyl]-5-methyl-pyrazole-3-carbonitrile